ClC1=C(C=C(OCCCN2C(=CC(=C2)N(C=2C=C(C=CC2)C)CC2=CC(=CC=C2)F)C(=O)O)C=C1C)C 1-(3-(4-chloro-3,5-dimethylphenoxy)propyl)-4-((3-fluorobenzyl)(m-tolyl)amino)-1H-pyrrole-2-carboxylic acid